N[C@@H](C(C)C)C(=O)OC1CCC(CC1)N1N=CC(=C1C)C=1C=C(C=2N(C1)N=CC2C#N)O[C@H](C)C2=NC=C(C=C2)F (1R,4S)-4-(4-(3-cyano-4-((R)-1-(5-fluoropyridin-2-yl)ethoxy)pyrazolo[1,5-a]pyridin-6-yl)-5-methyl-1H-pyrazol-1-yl)cyclohexyl L-valinate